hydroxy-(1H-pyrrol-2-yl)-methanesulfinic acid OC(S(=O)O)C=1NC=CC1